N1(C2C(CC1)NCC2)C(CNC(C2=CC(=CC=C2)C(F)(F)F)=O)=O N-(2-{octahydropyrrolo[3,2-b]pyrrol-1-yl}-2-oxoethyl)-3-(trifluoromethyl)benzamide